Sulfur Sodium Salicylate C(C=1C(O)=CC=CC1)(=O)[O-].[Na+].[S+2].C(C=1C(O)=CC=CC1)(=O)[O-].C(C=1C(O)=CC=CC1)(=O)[O-]